(R)-3-(3-aminospiro[indoline-2,4'-piperidin]-1'-yl)-6-((2,3-dichloropyridin-4-yl)thio)pyrazin-2(1H)-one N[C@@H]1C2=CC=CC=C2NC12CCN(CC2)C=2C(NC(=CN2)SC2=C(C(=NC=C2)Cl)Cl)=O